bismuth-lead-strontium-calcium-copper [Cu].[Ca].[Sr].[Pb].[Bi]